N[S@](=NC(CC1=C(C=C(C=C1C(C)C)C#N)C(C)C)=O)(=O)C1=C(C=C(C=C1)C(C)(C)O)Cl |o1:1| (R) or (S)-N-(amino(2-chloro-4-(2-hydroxypropan-2-yl)phenyl)(oxo)-λ6-sulfaneylidene)-2-(4-cyano-2,6-diisopropylphenyl)acetamide